FC(CC1(CC1)N)(F)F (2,2,2-trifluoroethyl)cyclopropanamine